FC=1C=C(C(=C2CCCC12)NC(=O)N=[S@](=O)(N)C=1C=NN2C1OCCC2)C2=CC=NC=C2 (R)-N'-((7-fluoro-5-(pyridin-4-yl)-2,3-dihydro-1H-inden-4-yl)carbamoyl)-6,7-dihydro-5H-pyrazolo[5,1-b][1,3]oxazine-3-sulfonimidamide